bis(methylthio)bis(thietanylthio)tin CS[Sn](SC1SCC1)(SC1SCC1)SC